C(C1=CC=CC=C1)(=O)C1=CC=C(OC2=CC=C(C=C2)C(C(C)(C)O)=O)C=C1 1-[4-(4-benzoylphenoxy)phenyl]-2-hydroxy-2-methylpropan-1-one